tert-butyl (8aS)-5-(2-amino-6-fluoro-3-nitrophenyl)-4-fluoro-8a,9,11,12-tetrahydropyrazino[2',1':3,4][1,4]oxazepino[5,6,7-de]quinazoline-10(8H)-carboxylate NC1=C(C(=CC=C1[N+](=O)[O-])F)C=1C=C2C3=C(N=CN=C3C1F)N1[C@H](CO2)CN(CC1)C(=O)OC(C)(C)C